5-((4-(((S)-2-hydroxy-1-phenylethyl)amino)-5-(5-methyl-1,3,4-oxadiazol-2-yl)pyrimidin-2-yl)amino)-3-methylisoindolin-1-one OC[C@H](C1=CC=CC=C1)NC1=NC(=NC=C1C=1OC(=NN1)C)NC=1C=C2C(NC(C2=CC1)=O)C